CN(CCC(=O)OCC=1C=C(C=C(C1)CCCCC\C=C/C\C=C/CCCCCCCC(=O)[O-])CCCCC\C=C/C\C=C/CCCCCCCC(=O)[O-])C (9Z,9'Z,12Z,12'Z)-5-(((3-(dimethylamino)propanoyl)oxy)methyl)-1,3-phenylenebis(octadeca-9,12-dienoate)